S1CC(C2=C1C=CC=C2)=O benzothiophen-3(2H)-one